C(#N)[Ir-3](C#N)(C#N)(C#N)(C#N)C#N.[Zn+2].C(#N)[Ir-3](C#N)(C#N)(C#N)(C#N)C#N.[Zn+2].[Zn+2] zinc hexacyanoiridium (iii)